(2,6-di-tert-butyl-4-methylphenyl)benzyl-pentaerythritol diphosphite OP(O)OP(O)O.C(C)(C)(C)C1=C(C(=CC(=C1)C)C(C)(C)C)C(O)(C(CO)(CO)CO)CC1=CC=CC=C1